(E)-7-dodecen-1-ylacetate C(CCCCC\C=C\CCCC)CC(=O)[O-]